NC1=CC(=C(C=N1)N1CCN(C2(CC2)C1)C(=O)C1=NC=C(C(=C1)OC)OC1=CC=CC=C1)OC [7-(6-Amino-4-methoxy-pyridin-3-yl)-4,7-diaza-spiro[2.5]oct-4-yl]-(4-methoxy-5-phenoxy-pyridin-2-yl)methanone